8-{3-[(pyrrolidin-1-yl)methyl]phenyl}quinazolin-4-amine N1(CCCC1)CC=1C=C(C=CC1)C=1C=CC=C2C(=NC=NC12)N